FC=1C(=C(C=CC1)NC(C(=O)N[C@H](C(N[C@@H](C[C@H]1C(NCC1)=O)C(COC1=C(C(=CC(=C1F)F)F)F)=O)=O)CC(C)C)=O)C N1-(3-fluoro-2-methylphenyl)-N2-((S)-4-methyl-1-oxo-1-(((S)-3-oxo-1-((S)-2-oxopyrrolidin-3-yl)-4-(2,3,5,6-tetrafluorophenoxy)butan-2-yl)amino)pentan-2-yl)oxalamide